N1=C(C=C(C=C1)C(=O)OC)C1=NC=CC=C1 methyl 2,2'-bipyridine-4-carboxylate